ClC1=CC(=CC(=N1)C(=O)OC)C methyl 6-chloro-4-methylpicolinate